N,N'-di-(2-aminoethyl)piperazine NCCN1CCN(CC1)CCN